OCCC1=CC(=C(C=C1)[O-])OC 4-(2-hydroxyethyl)-2-methoxyphenolate